Ethyl (3R,4S,5R)-4-Acetamido-5-Methanesulfonyloxy-3-(Pent-3-yloxy)Cyclohex-1-Enecarboxylate C(C)(=O)N[C@H]1[C@@H](C=C(C[C@H]1OS(=O)(=O)C)C(=O)OCC)OC(CC)CC